CNC(=O)C=1N=NC(=CC1)N1CCN(CC1)[C@@H]1CC[C@@H](CC1)N1C=CC2=C(C=CC=C12)F N-methyl-6-{4-[cis-4-(4-fluoro-1H-indol-1-yl)cyclohexyl]piperazin-1-yl}pyridazine-3-carboxamide